(4R)-4-(2-bromo-6-(difluoromethoxy)phenyl)-4-((5-chloro-2-nitrophenyl)amino)-2-((trimethylsilyl)oxy)butyronitrile BrC1=C(C(=CC=C1)OC(F)F)[C@@H](CC(C#N)O[Si](C)(C)C)NC1=C(C=CC(=C1)Cl)[N+](=O)[O-]